ClC=1C=CCC2C(C(NC12)=O)=O 7-chlorodihydroindole-2,3-dione